4-Dimethylaminobutyric acid hydrochloride Cl.CN(CCCC(=O)O)C